COC1=CC=C(C=C1)NC(C(=O)N[C@H](C(N[C@@H](C[C@H]1C(NCC1)=O)C(COC1=C(C(=CC(=C1F)F)F)F)=O)=O)CC(C)C)=O N1-(4-methoxyphenyl)-N2-((S)-4-methyl-1-oxo-1-(((S)-3-oxo-1-((S)-2-oxopyrrolidin-3-yl)-4-(2,3,5,6-tetrafluorophenoxy)butan-2-yl)amino)pentan-2-yl)oxalamide